C(C)(C)(C)OC(NC1CN(CC1)C1=NC(=CC=C1OCC1=CC=CC=C1)Br)=O (1-(3-(benzyloxy)-6-bromopyridin-2-yl)pyrrolidin-3-yl)carbamic acid tert-butyl ester